N-(1'-(2,5-dimethylpyrazolo[1,5-a]pyrimidin-7-yl)-1',2'-dihydrospiro[cyclopropane-1,3'-pyrrolo[3,2-c]pyridin]-6'-yl)acetamide CC1=NN2C(N=C(C=C2N2CC3(C=4C=NC(=CC42)NC(C)=O)CC3)C)=C1